N1=C(N=CC=C1)N1CCN(CC1)CCCCCCCCCCCCN1CCN(CC1)C1=NC=CC=N1 2-[4-[12-(4-pyrimidin-2-ylpiperazin-1-yl)dodecyl]piperazin-1-yl]pyrimidine